CN(C1CN(CC1)C=1C=C(C=CC1)N1C=CC2=C(C=CC(=C12)C)F)C N-(3-(3-(dimethylamino)pyrrolidin-1-yl)phenyl)-4-fluoro-7-methyl-1H-indole